(S)-2-(2-fluoropyridin-3-yl)-5-(4-(7-methylpyrazolo[1,5-a]pyridin-2-yl)-1,4,6,7-tetrahydro-5H-imidazo[4,5-c]pyridin-5-yl)-1,3,4-oxadiazole FC1=NC=CC=C1C=1OC(=NN1)N1[C@@H](C2=C(CC1)NC=N2)C2=NN1C(C=CC=C1C)=C2